ClC1=CC=C2C3(C(N(C2=C1)C1=CNC=C1)=O)CC1=CC=C(C=C1C3)C(=O)O 6'-chloro-2'-oxo-1'-(1H-pyrrol-3-yl)-1,3-dihydrospiro[indene-2,3'-indoline]-5-carboxylic acid